FC[C@H](C)NCC(CC1=C(C(NC=N1)=O)O)C1=CC=C(C=C1)C#CC1=CC=C(C=C1)CN[C@@H]1COCC1 6-(3-(((S)-1-fluoropropan-2-yl)amino)-2-(4-((4-((((S)-tetrahydrofuran-3-yl)amino)methyl)phenyl)ethynyl)phenyl)propyl)-5-hydroxypyrimidin-4(3H)-one